CC(/C=C/C(C(=O)O)NCC1=CC(=NC=C1)N1C=NN=C1)(C)C (E)-5,5-dimethyl-2-[2-(4H-1,2,4-triazol-4-yl)isonicotinylamino]-3-hexenoic acid